CN1CCN(CC1)C1=C(C=C(C=C1)NC(OC1=CC=CC=C1)=O)C(F)(F)F phenyl (4-(4-methylpiperazin-1-yl)-3-(trifluoromethyl)phenyl)carbamate